12-(2,3,6-trifluorophenyl)-20-oxa-5,9,14,26,28-pentaazahexacyclo[22.5.2.11,4.13,7.110,14.027,30]tetratriaconta-3(33),4,6,22,24,26,30-heptaene-8,29,32-trione FC1=C(C(=CC=C1F)F)C1CC2NC(C3=CN=C4C(CC5(C(NC6=NC=C(C=CCOCCCCCN(C1)C2=O)C=C56)=O)C4)=C3)=O